3-[(4-FORMYL-2-METHOXYPHENOXY)METHYL]BENZOIC ACID C(=O)C1=CC(=C(OCC=2C=C(C(=O)O)C=CC2)C=C1)OC